OC1=C(C(=O)NCC(C(C(C(CO)O)O)O)O)C=C(C=C1CN1CCN(CCNCCC1)CC1=C(C(=CC(=C1)C)C(NCC(C(C(C(CO)O)O)O)O)=O)O)C 2-hydroxy-3-{[4-({2-hydroxy-5-methyl-3-[(2,3,4,5,6-pentahydroxyhexyl)carbamoyl]phenyl}methyl)-1,4,7-triazacyclodecan-1-yl]methyl}-5-methyl-N-(2,3,4,5,6-pentahydroxyhexyl)benzamide